3-(4-anilinophenylazo)benzenesulfonic acid sodium salt [Na+].N(C1=CC=CC=C1)C1=CC=C(C=C1)N=NC=1C=C(C=CC1)S(=O)(=O)[O-]